2,5-Dichloro-4,6-dimethyl-N-(2-sulfamoylpyridin-4-yl)nicotinamide methyl-5-amino-7-(5-isopropoxylthiazol-2-yl)-2,3-dihydrobenzofuran-4-carboxylate COC(=O)C=1C(=CC(=C2C1CCO2)C=2SC(=CN2)OC(C)C)N.ClC2=C(C(=O)NC1=CC(=NC=C1)S(N)(=O)=O)C(=C(C(=N2)C)Cl)C